(E)-N-(3-fluoro-5-methoxybenzyl)-2,2-dimethoxyethan-1-imine FC=1C=C(C/N=C/C(OC)OC)C=C(C1)OC